C(C)(C)(C)C=1C(=C(O)C=CC1O)C(C)(C)C ditert-butyl-hydroquinone